(4-methoxy-5-oxo-5-(4-(trifluoromethyl)phenyl)pentyl)carbamic acid tert-butyl ester C(C)(C)(C)OC(NCCCC(C(C1=CC=C(C=C1)C(F)(F)F)=O)OC)=O